({4'-[(6S)-6-(2-methoxy-2-oxoethyl)-2,3,9-trimethyl-6H-thieno[3,2-f][1,2,4]triazolo[4,3-a][1,4]diazepin-4-yl]-2-(trifluoromethyl)[1,1'-biphenyl]-4-yl}oxy)acetic acid trifluoroacetate FC(C(=O)O)(F)F.COC(C[C@H]1C=2N(C3=C(C(=N1)C1=CC=C(C=C1)C1=C(C=C(C=C1)OCC(=O)O)C(F)(F)F)C(=C(S3)C)C)C(=NN2)C)=O